NC=1C=C(C=C(C1)C(F)(F)F)[C@@H](C)NC1=NC(=NC2=CC(=C(C=C12)OC)C(=O)N1CCSCC1)C (R)-(4-((1-(3-amino-5-(trifluoromethyl)phenyl)ethyl)amino)-6-methoxy-2-methylquinazoline-7-yl)(thiomorpholino)methanone